C[Si](O[Si](OCC)(OCC)C)(OCC)OCC 1,3-dimethyl-1,1,3,3-tetraethoxydisiloxane